ClC1=C(C=CC=C1)C1=CC=C(C=C1)N1N=NC(=C1)C1=CC=CC=C1 1-(2'-chloro-[1,1'-biphenyl]-4-yl)-4-phenyl-1H-1,2,3-triazole